BrCC(CCCCCC(=O)OC(C)(C)C)(C)C tert-butyl 8-bromo-7,7-dimethyloctanoate